6-[5-[(1S)-1-[[8-chloro-6-(trifluoromethyl)quinazolin-4-yl]amino]ethyl]-1,2,4-triazol-1-yl]pyridazin-3-ol ClC=1C=C(C=C2C(=NC=NC12)N[C@@H](C)C1=NC=NN1C1=CC=C(N=N1)O)C(F)(F)F